Br(=O)(=O)(=O)[O-].[Fe+3].Br(=O)(=O)(=O)[O-].Br(=O)(=O)(=O)[O-] ferric perbromate